3-(trifluoromethylsulfonyloxy)-5,6-dihydropyridine-1(2H)-carboxylic acid tert-butyl ester C(C)(C)(C)OC(=O)N1CC(=CCC1)OS(=O)(=O)C(F)(F)F